CC1=C(N=NN1CC1=CC=CC=C1)C(=O)NC=1C=C(C=C(C1)C(=O)O)C(=O)O 5-({[5-Methyl-1-(phenylmethyl)-1H-1,2,3-triazol-4-yl]carbonyl}amino)-1,3-benzenedicarboxylic acid